[N+](=O)([O-])C1=CC=C(C=C1)N1CCCC1 N-(4-nitrophenyl)tetrahydropyrrole